Diethyl-isopropyl-tin C(C)[Sn](C(C)C)CC